C(C1=CC=CC=C1)(C1=CC=CC=C1)N1C(C(N(C2(CNC2)C1=O)CC1=CC=C(C=C1)C(F)(F)F)=O)C 8-benzhydryl-7-methyl-5-(4-(trifluoromethyl)benzyl)-2,5,8-triazaspiro[3.5]nonane-6,9-dione